tert-butyl 4-(furo[3,2-b]pyridin-5-yl)piperidine-1-carboxylate O1C=CC2=NC(=CC=C21)C2CCN(CC2)C(=O)OC(C)(C)C